Calcium Oxalat tert-butyl-(4-amino-3-(trifluoromethyl)benzyl)carbamate C(C)(C)(C)N(C([O-])=O)CC1=CC(=C(C=C1)N)C(F)(F)F.C(C(=O)O)(=O)[O-].[Ca+2]